2-amino-5-fluoro-3-(1-hydroxyethyl)-N-methylbenzamide NC1=C(C(=O)NC)C=C(C=C1C(C)O)F